CNCCCN N-methyl-1,3-propanediamine